(5-fluoro-6-((2-methyloxazol-4-yl)methoxy)-1H-indol-2-yl)methanamine FC=1C=C2C=C(NC2=CC1OCC=1N=C(OC1)C)CN